CN(C)CCC[Si](OC)(OC)OC 3-(N,N-dimethylamino)propyltrimethoxysilane